P(=O)(OC)(OC)OC1=CC=C(C=C1)C dimethyl p-tolyl phosphate